2-(1-(2,2-difluoroethyl)-6,7-dihydro-1H-[1,4]dioxino[2',3':4,5]benzo[1,2-d]imidazol-2-yl)ethan-1-amine dihydrochloride Cl.Cl.FC(CN1C(=NC2=C1C=C1C(=C2)OCCO1)CCN)F